N(C(=N)N)C(CC(=O)O)C(C)C 3-carbamimidamido-4-methylpentanoic acid